C1(CCCCC1)[C@H](C)OC1=C(C(=O)NC2=C(C(=O)O)C=CC=C2C)C=C(C(=C1)N1N=C2N(CCCC2)C1=O)F 2-({2-[(1S)-1-cyclohexylethoxy]-5-fluoro-4-(3-oxo-5,6,7,8-tetrahydro[1,2,4]triazolo[4,3-a]pyridin-2(3H)-yl)benzoyl}amino)-3-methylbenzoic acid